3-(4-(4-(2-(4-(4-((5-(2,4-difluoro-5-methylphenyl)imidazo[1,2-a]pyrazin-8-yl)amino)-1H-pyrazol-1-yl)piperidin-1-yl)-2-oxoethyl)piperazin-1-yl)phenyl)piperidine-2,6-dione FC1=C(C=C(C(=C1)F)C)C1=CN=C(C=2N1C=CN2)NC=2C=NN(C2)C2CCN(CC2)C(CN2CCN(CC2)C2=CC=C(C=C2)C2C(NC(CC2)=O)=O)=O